4-[bis[(4-methoxyphenyl)methyl]amino]-1H-imidazo[4,5-c]pyridine-2-thiol COC1=CC=C(C=C1)CN(C1=NC=CC2=C1N=C(N2)S)CC2=CC=C(C=C2)OC